4-(((5-(Methylthio)pyrimidin-2-yl)amino)methyl)pyrrolidin-2-one bis(2-butyloctyl)10-(nonylamino)nonadecanedioate C(CCC)C(COC(CCCCCCCCC(CCCCCCCCC(=O)OCC(CCCCCC)CCCC)NCCCCCCCCC)=O)CCCCCC.CSC=1C=NC(=NC1)NCC1CC(NC1)=O